(2S)-2-[4-bromo-2-(1,1-difluoroethyl)phenoxy]-4-fluorobutyric acid BrC1=CC(=C(O[C@H](C(=O)O)CCF)C=C1)C(C)(F)F